1,3-bis(3-glycidoxypropyl)tetramethyl-disiloxane C(C1CO1)OCCC[Si](O[Si](CCCOCC1CO1)(C)C)(C)C